(tert-butyl)-N-(1-(1-(6-(1-methyl-1H-pyrazol-4-yl)pyrazolo[1,5-a]pyrazin-4-yl)piperidin-4-yl)ethyl)-1H-1,2,3-triazole-4-carboxamide C(C)(C)(C)N1N=NC(=C1)C(=O)NC(C)C1CCN(CC1)C=1C=2N(C=C(N1)C=1C=NN(C1)C)N=CC2